N-(3-(5-carbamimidoylthiophen-3-yl)phenyl)-4-(4-chlorophenoxy)tetrahydro-2H-pyran-4-carboxamide C(N)(=N)C1=CC(=CS1)C=1C=C(C=CC1)NC(=O)C1(CCOCC1)OC1=CC=C(C=C1)Cl